C(C)(C)OC1=NOC=C1C(=O)O 3-isopropoxyisoxazole-4-carboxylic acid